FC(CNC(CC1=CNC2=NC=CC=C21)C)(C)C (2-fluoro-2-methyl-propyl)-[1-methyl-2-(1H-pyrrolo[2,3-b]pyridin-3-yl)-ethyl]-amine